bis-chloromethyl-di-isopropyl-germanium ClC[Ge](C(C)C)(C(C)C)CCl